ClC1=C(C=C(C=C1)C1=NN(C(=N1)CC(=O)NC1CC2=CC=CC=C2C1)CC)F 2-[3-(4-Chloro-3-fluorophenyl)-1-ethyl-1H-1,2,4-triazol-5-yl]-N-(2,3-dihydro-1H-inden-2-yl)acetamid